C1(=CC=CC2=CC=CC=C12)CNC1=CC(OC2=C1C=C(C=C2)[N+](=O)[O-])=O 4-((naphthalene-1-ylmethyl)amino)-6-nitro-2H-benzopyran-2-one